C(C)(C)(C)N1N=C(C=C1C)C1=CC=CC(=C1F)F 1-(tert-butyl)-3-(5,6-difluorophenyl)-5-methyl-pyrazole